C1=CC=C(C(=C1)[N+](=O)[O-])SC2=CC=C(C=C2)Cl 2-nitro-4'-chloro diphenyl sulfide